COC=1C=NC=2N(C1)N=CC2NC(OC(C)(C)C)=O tert-Butyl (6-methoxypyrazolo[1,5-a]pyrimidin-3-yl)carbamate